O=C[C@@H](O)[C@H](O)[C@@H](O)[C@@H](O)CO L-(+)-glucose